(R)-1-(3-(3-methyl-1H-pyrazol-5-yl)-5-((R)-3-methylmorpholino)isothiazolo[4,5-b]pyridin-7-yl)pyrrolidin-3-ol CC1=NNC(=C1)C1=NSC=2C1=NC(=CC2N2C[C@@H](CC2)O)N2[C@@H](COCC2)C